1-(4-((E)-2-(6-((1R,2S)-5'-methoxy-2'-oxaspiro[cyclopropane-1,3'-indolin]-2-yl)-1H-indazol-3-yl)vinyl)benzyl)piperidine-4-carboxamide COC=1C=C2[C@]3(ONC2=CC1)[C@@H](C3)C3=CC=C1C(=NNC1=C3)/C=C/C3=CC=C(CN1CCC(CC1)C(=O)N)C=C3